C(#N)[C@H]1[C@@H](COCC1)N1N=C(C(=C1)C(=O)N)NC=1C=CC2=C(C=CB(O2)O)C1 1-(trans-4-cyanotetrahydro-2H-pyran-3-yl)-3-[(2-hydroxy-1,2-benzoxaborinin-6-yl)amino]pyrazole-4-carboxamide